4-(5-(4-aminopiperidin-1-yl)-8-(2-fluoro-4-(2-hydroxy-2-methylpropyl)phenyl)imidazolo[1,2-c]pyrimidin-7-yl)-2-fluorobenzonitrile NC1CCN(CC1)C1=NC(=C(C=2N1C=CN2)C2=C(C=C(C=C2)CC(C)(C)O)F)C2=CC(=C(C#N)C=C2)F